4-Chloro-5-fluoro-1-[tris(1-methylethyl)silyl]-1H-pyrrolo[2,3-b]pyridine ClC1=C2C(=NC=C1F)N(C=C2)[Si](C(C)C)(C(C)C)C(C)C